2-(3-Bromo-5-Methylphenyl)-5-Hydroxy-N-(Isoxazol-4-Yl)-1-Methyl-6-Oxo-1,6-Dihydropyrimidine-4-Carboxamide BrC=1C=C(C=C(C1)C)C=1N(C(C(=C(N1)C(=O)NC=1C=NOC1)O)=O)C